FC1=CC=C(C=CC2OCCC2)C=C1 2-(4-Fluorostyryl)tetrahydrofuran